BrC=1C(NC(=CC1)CO)=O 3-Bromo-6-(hydroxymethyl)pyridin-2(1H)-one